acryloyloxybutanesulfonic acid C(C=C)(=O)OC(CCC)S(=O)(=O)O